Cl.CC(COC([C@@H](N)C)=O)C L-alanine 2-methyl-1-propyl ester hydrochloride